(S)-(3-(7-cyano-5-fluoro-2,3-dimethyl-1H-indol-4-yl)cyclohex-2-en-1-yl)carbamic acid tert-butyl ester C(C)(C)(C)OC(N[C@@H]1C=C(CCC1)C1=C2C(=C(NC2=C(C=C1F)C#N)C)C)=O